(2R,3R,4S,5S)-2-(4-Amino-5-(1-methyl-1H-pyrazol-5-yl)-7H-pyrrolo[2,3-d]pyrimidin-7-yl)-5-((((3-methyl-5-phenylisoxazol-4-yl)methyl)thio)methyl)tetrahydrofuran-3,4-diol NC=1C2=C(N=CN1)N(C=C2C2=CC=NN2C)[C@@H]2O[C@@H]([C@H]([C@H]2O)O)CSCC=2C(=NOC2C2=CC=CC=C2)C